5-oxo-4,5-dihydroimidazo[1,5-a]quinazoline-3-carboxylic acid O=C1NC=2N(C3=CC=CC=C13)C=NC2C(=O)O